(5R,8aS)-1-(1-methanesulfonyl-1-methyl-ethyl)-5-methyl-3-(1H-pyrrolo[2,3-c]pyridin-4-yl)-5,6,8a,9-tetrahydro-8H-7,10-dioxa-2,4,4b-triazaphenanthrene CS(=O)(=O)C(C)(C)C1=NC(=NC=2N3[C@@H](COC[C@H]3COC12)C)C1=C2C(=CN=C1)NC=C2